(9H-fluoren-9-yl)methyl ((17S,20S)-17-isopropyl-20-methyl-21-((4-((((4-nitrophenoxy)carbonyl)oxy)methyl)phenyl)amino)-15,18,21-trioxo-3,6,9,12-tetraoxa-16,19-diazahenicosyl)carbamate C(C)(C)[C@H](NC(CCOCCOCCOCCOCCNC(OCC1C2=CC=CC=C2C=2C=CC=CC12)=O)=O)C(N[C@H](C(=O)NC1=CC=C(C=C1)COC(=O)OC1=CC=C(C=C1)[N+](=O)[O-])C)=O